4-(1H-pyrrol-3-yl)-5-(trifluoromethyl)pyrimidin-2-amine N1C=C(C=C1)C1=NC(=NC=C1C(F)(F)F)N